C1(CC1)C=1N=C(C2=C(N1)CCC2)N2CC=1C=C(C=NC1CC2)C(F)(F)F 6-(2-cyclopropyl-6,7-dihydro-5H-cyclopenta[d]pyrimidin-4-yl)-3-(trifluoromethyl)-7,8-dihydro-5H-1,6-naphthyridine